C(C1=CC=CC=C1)NCCNCCNCCNCCN N-Benzyltetraethylenepentamine